(S)-2-(1-aminoethyl)-5-bromo-6-fluoro-3-phenylquinazoline-4(3H)-one N[C@@H](C)C1=NC2=CC=C(C(=C2C(N1C1=CC=CC=C1)=O)Br)F